3,5-dimethyl-benzamide ethyl-2-{3-[(1,3-benzothiazol-2-yl)amino]-4-methyl-5H,6H,7H-pyrrolo[2,3-c]pyridazin-7-yl}-1,3-thiazole-4-carboxylate C(C)OC(=O)C=1N=C(SC1)N1CCC2=C1N=NC(=C2C)NC=2SC1=C(N2)C=CC=C1.CC=1C=C(C(=O)N)C=C(C1)C